7-Bromo-heptanoic acid BrCCCCCCC(=O)O